(S)-3-Amino-3-(2-methoxyphenyl)propionic acid N[C@@H](CC(=O)O)C1=C(C=CC=C1)OC